2-(3,5-dimethylphenoxy)aniline CC=1C=C(OC2=C(N)C=CC=C2)C=C(C1)C